FC=1C=C(C(=O)NC2CCC(CC2)(C)O)C=CC1C1=NC=CC2=C1C=CO2 3-fluoro-4-(furo[3,2-c]pyridin-4-yl)-N-(trans-4-hydroxy-4-methylcyclohexyl)benzamide